COC(C1=C(C=CC=C1)C(NO)=N)=O (N-hydroxycarbamimidoyl)benzoic acid methyl ester